(rac)-4-{[3-(4-{[(3R,4S)-3-fluoro-1-methylpiperidin-4-yl]amino}-1-(2,2,2-trifluoroethyl)-1H-indol-2-yl)prop-2-yn-1-yl]amino}-3-methoxybenzamide F[C@@H]1CN(CC[C@@H]1NC1=C2C=C(N(C2=CC=C1)CC(F)(F)F)C#CCNC1=C(C=C(C(=O)N)C=C1)OC)C |r|